(2-methoxyethylamino)-2-methylpropan COCCNCC(C)C